2-(7-chloro-2-(1-hydroxycyclopropanecarbonyl)-1,2,3,4-tetrahydroisoquinolin-5-yl)pyrrolidine-1-carboxylic acid tert-butyl ester C(C)(C)(C)OC(=O)N1C(CCC1)C1=C2CCN(CC2=CC(=C1)Cl)C(=O)C1(CC1)O